C(CCC)N(C1=CC=CC2=CC=CC(=C12)N(C)CCCC)C N1,N8-dibutyl-N1,N8-dimethyl-naphthalene-1,8-diamine